O1N=C(C2=C1C=CC=C2)C2=C(C=C(C=C2)C#N)[C@H](CC2=NC=CC=C2)N (S)-1-[2-(Benzo[d]isoxazol-3-yl)-5-cyanophenyl]-2-(pyridine-2-yl)ethan-1-amine